2,3-difluoro-4-[2-[1-[3-[2-[(5-methyltetrazol-2-yl)methyl]-4-(trifluoromethyl)phenyl]propanoyl]-piperidin-4-yl]ethylsulfonyl]benzenesulfonamide FC1=C(C=CC(=C1F)S(=O)(=O)CCC1CCN(CC1)C(CCC1=C(C=C(C=C1)C(F)(F)F)CN1N=C(N=N1)C)=O)S(=O)(=O)N